C(#N)[C@H]1N(CC(C1)(F)F)C(CNC(=O)C1=CC=NC2=C(C=CC=C12)NC(CC[C@H](N)C(=O)O)=O)=O N5-(4-((2-((S)-2-cyano-4,4-difluoropyrrolidin-1-yl)-2-oxoethyl)carbamoyl)quinolin-8-yl)glutamine